ClC1=CC2=C(N=N1)CN(CC2)C(CS(=O)(=O)C)=O 1-(3-chloro-5,8-dihydropyrido[3,4-c]pyridazin-7(6H)-yl)-2-(methylsulfonyl)ethanone